BrCC=1C=C(C2=C(C(N(C[C@H](O2)C)CC2=CC(=CC(=C2)OC)OC)=O)C1)C1=C(C=C(C=C1)F)C (R)-7-(bromomethyl)-4-(3,5-dimethoxybenzyl)-9-(4-fluoro-2-methylphenyl)-2-methyl-3,4-dihydrobenzo[f][1,4]oxazepin-5(2H)-one